OC1=CC=C(C=C1)C1=CC(=C2C=NNC2=C1)OC1CC(C1)C(C(=O)NCC1=CN=CN1C)=CC (3-((6-(4-hydroxyphenyl)-1H-indazol-4-yl)oxy)Cyclobutyl)-N-((1-methyl-1H-imidazol-5-yl)methyl)but-2-enamide